2-methoxy-5-amidino-1,3-thiazole hydrochloride Cl.COC=1SC(=CN1)C(N)=N